C(C)(C)(C)N(C(O)=O)[C@H](C)C1=CC=C(C=C1)C=1N(C=C(N1)C(F)(F)F)CC.FC1=C(C=CC=C1)C=1C=C2C[C@H](CC2=CC1)C(=O)N1CCC2=CC=C(C=C12)S(=O)(=O)N (S)-1-(5-(2-fluorophenyl)-2,3-dihydro-1H-indene-2-carbonyl)indoline-6-sulfonamide (R)-tert-butyl-(1-(4-(1-ethyl-4-(trifluoromethyl)-1H-imidazol-2-yl)phenyl)ethyl)carbamate